C(C1=CC=CC=C1)OC1=CC=C(C=C1)C[C@@H](C(=O)OC)NC(CC1CCN(CC1)C(CCC1=CC(=CC=C1)F)=O)=O Methyl (S)-3-(4-(benzyloxy)phenyl)-2-(2-(1-(3-(3-fluorophenyl)propanoyl)piperidin-4-yl)acetamido)propanoate